4-(5,7-Dimethyl-1-phenyl-3,4-dihydro-1H-isoquinolin-2-yl)-4-oxo-N-phenethylbutyric acid amide CC1=C2CCN(C(C2=CC(=C1)C)C1=CC=CC=C1)C(CCC(=O)NCCC1=CC=CC=C1)=O